2-(tert-butoxycarbonylamino)-4-[4-(5,6,7,8-tetrahydro-1,8-naphthyridin-2-yl)butyl-[2-(2,2,2-trifluoroethoxy)ethyl]amino]butanoic acid C(C)(C)(C)OC(=O)NC(C(=O)O)CCN(CCOCC(F)(F)F)CCCCC1=NC=2NCCCC2C=C1